C(C)OC(=O)C1(CCN(CC1)C(=O)C=1C=NC=CC1)F 4-Fluoro-1-(pyridine-3-carbonyl)piperidine-4-carboxylic acid ethyl ester